C1(CC1)C=1N=C(SC1C(=O)O)C1=CC=2N(C=C1)N=CC2C=2C(=NN(C2C)CC(F)(F)F)C 4-cyclopropyl-2-[3-[3,5-dimethyl-1-(2,2,2-trifluoroethyl)pyrazol-4-yl]pyrazolo[1,5-a]pyridin-5-yl]thiazole-5-carboxylic acid